N-(3-chloro-5-(methylsulfonamido)phenyl)-5-methyl-1-(5-(oxetan-3-yloxy)pyridin-2-yl)-1H-pyrrole-3-carboxamide ClC=1C=C(C=C(C1)NS(=O)(=O)C)NC(=O)C1=CN(C(=C1)C)C1=NC=C(C=C1)OC1COC1